C1(CC1)[C@@H](C1=NC=2N(C=C1)C=C(N2)[C@@H](NC(=O)C2=CN=NN2CCC(F)(F)F)C2CCC(CC2)(F)F)NC(CCC(F)(F)F)=O |o1:3| N-((S)-(7-((S*)-Cyclopropyl(4,4,4-trifluorobutanamido)methyl)imidazo[1,2-a]pyrimidin-2-yl)(4,4-difluorocyclohexyl)methyl)-1-(3,3,3-trifluoropropyl)-1H-1,2,3-triazole-5-carboxamide